FC1([C@@H]2C[C@H](C[C@H](C1)N2)N(C=2N=CC(=NC2)C2=C(C=C(C(=C2)F)C=2C=NN(C2)C)O)C)F 2-(5-(((1R,3S,5S)-6,6-difluoro-8-azabicyclo[3.2.1]octan-3-yl)(methyl)amino)pyrazin-2-yl)-4-fluoro-5-(1-methyl-1H-pyrazol-4-yl)phenol